(Z)-4-methyl-5-((3-methyloxetan-3-yl)oxy)pent-2-enoic acid methyl ester COC(\C=C/C(COC1(COC1)C)C)=O